4,4-bis(methoxycarbonyl)-1-methylcyclopentane COC(=O)C1(CCC(C1)C)C(=O)OC